(6R,7aS)-6-(2,3-dichloro-6-hydroxyphenyl)-tetrahydro-1H-pyrrolo[1,2-c][1,3]oxazol-3-one ClC1=C(C(=CC=C1Cl)O)[C@H]1C[C@@H]2N(C(OC2)=O)C1